[13C2]-pyruvate [13C]([13C](=O)C)(=O)[O-]